[Na+].C1(CC1)S(=O)[O-] cyclopropylsulfinic acid, sodium salt